C(C)C1=CC=C(C=C1)CCC=CC1=CC2=C(C3C(S2)C(CCC3)=O)C=C1 7-(4-(4-ethylphenyl)but-1-en-1-yl)-1,2,3,9b-tetrahydrodibenzo[b,d]thiophen-4(4aH)-one